ClCCNC(=O)NCCOC1=C(C=CC(=C1)C(F)(F)F)C=1OC2=C(C=CC=C2C(C1)=O)Cl 1-(2-chloroethyl)-3-[2-[2-(8-chloro-4-oxo-chromen-2-yl)-5-(trifluoromethyl)phenoxy]ethyl]urea